(2-hydroxydodecyloxyphenyl)phenyliodonium tetrafluoroborate F[B-](F)(F)F.OC(COC1=C(C=CC=C1)[I+]C1=CC=CC=C1)CCCCCCCCCC